C(C)(C)(C)OC(=O)N1CC2(C(C1)F)CCN(CC2)C=2C1=C(N=C(N2)C2=CC=NC=C2)C=NC=C1 4-fluoro-8-(2-(pyridin-4-yl)pyrido[3,4-d]pyrimidin-4-yl)-2,8-diazaspiro[4.5]decane-2-carboxylic acid (S)-tert-butyl ester